C(C(C)C)C=1C=CC(=C(C1)C1=CC=C(C=C1)CN1C(=NC=C1)C1CC1)S(=O)(=O)NC(OCCCC)=O Butyl ((5-isobutyl-4'-((2-(cyclopropan-2-yl)-1H-imidazol-1-yl)methyl)-[1,1'-biphenyl]-2-yl)sulfonyl)carbamate